tetramethylxylene CC=1C(=C(C(=C(C1C)C)C)C)C